C(CCCCC)C(CNC(=O)C=1OC(=CC1)C)CCCCCCCC N-(2-hexyl-decyl)-5-methyl-2-furamide